(3R,5R)-5-(1-(tert-butyl)-5-((2-(methoxymethyl)pyrazolo[1,5-a]pyrazin-4-yl)amino)-1H-pyrazol-3-yl)tetrahydrofuran-3-yl (4-nitrophenyl) carbonate C(O[C@H]1CO[C@H](C1)C1=NN(C(=C1)NC=1C=2N(C=CN1)N=C(C2)COC)C(C)(C)C)(OC2=CC=C(C=C2)[N+](=O)[O-])=O